(cis-3-methoxycyclohexyl)-3-methyl-imidazo[4,5-c]quinolin-2-one CO[C@H]1C[C@H](CCC1)C1=NC=2C=CC=CC2C2=C1N(C(N2)=O)C